2,2-dibromo-5-(1H-pyrazol-1-yl)-3,4-dihydronaphthalen-1(2H)-one BrC1(C(C2=CC=CC(=C2CC1)N1N=CC=C1)=O)Br